4-{4-[(tert-butoxy)carbonyl]Phenyl}-1,2,3,6-tetrahydropyridine-1-carboxylic acid benzyl ester C(C1=CC=CC=C1)OC(=O)N1CCC(=CC1)C1=CC=C(C=C1)C(=O)OC(C)(C)C